FC1=CC=C(C=C1)C(CC=C)O 1-(4-fluorophenyl)-3-buten-1-ol